2-fluoro-6-trifluoromethyl-aniline FC1=C(N)C(=CC=C1)C(F)(F)F